5-(4-(3-cyanobicyclo[1.1.1]pentan-1-yl)phenyl)-5H-thianthren-5-ium tetrafluoroborate F[B-](F)(F)F.C(#N)C12CC(C1)(C2)C2=CC=C(C=C2)[S+]2C=1C=CC=CC1SC1=CC=CC=C21